[Pb]=S.[Cu] copper-lead sulfide